N-(3-azabicyclo[3.1.0]hexan-6-yl)-6-fluoroquinolin-4-amine hydrochloride Cl.C12CNCC2C1NC1=CC=NC2=CC=C(C=C12)F